ClC1=C(C#N)C=CC(=C1)N1CC2(CC1)CCN(CC2)C2=CC(=CC=C2)C(=O)N2CCN(CC2)CC2CCN(CC2)C=2C=C1C(N(C(C1=CC2)=O)C2C(NC(CC2)=O)=O)=O 2-chloro-4-(8-(3-(4-((1-(2-(2,6-dioxopiperidin-3-yl)-1,3-dioxoisoindolin-5-yl)piperidin-4-yl)methyl)piperazine-1-carbonyl)phenyl)-2,8-diazaspiro[4.5]decan-2-yl)benzonitrile